C1=CC(=CC(=C1)N)N 3-phenylenediamine